C1=CC(=CC=C1[N+](=O)[O-])Br p-nitrobromobenzene